C(#N)[C@H]1C[C@H](N(C1)C(=O)OC(C)(C)C)C tert-butyl (2R,4S)-4-cyano-2-methyl-pyrrolidine-1-carboxylate